FC1=CC=C(C=C1)C(N1C[C@@H](N(C[C@H]1C)C1=CC(N(C=2C=CC(=NC12)C#N)C)=O)C)C1=NC(=NC=C1)C 8-((2s,5r)-4-((4-fluorophenyl)(2-methylpyrimidin-4-yl)methyl)-2,5-dimethylpiperazin-1-yl)-5-methyl-6-oxo-5,6-dihydro-1,5-naphthyridine-2-carbonitrile